OC1=C(C2=CC=CC=C2C=C1)CC1=C(C=CC2=CC=CC=C12)O 2,2'-dihydroxy-1,1-dinaphthylmethane